oxetan-3-yl(4-(2-(trifluoromethyl)phenyl)piperidin-1-yl)methanone O1CC(C1)C(=O)N1CCC(CC1)C1=C(C=CC=C1)C(F)(F)F